C(C1=CC=CC=C1)(=O)ON=C(C=O)CC(CCCC)SC1=CC=CC=C1 4-(phenylthio)-1,2-octanedione 2-(O-benzoyl oxime)